(E)-5-(8-(7-Acetyl-3-ethyl-5,6,7,8-tetrahydroimidazo[1,5-a]pyrazin-1-yl)isoquinolin-3-yl)-N-(3-(2-(2,6-dioxopiperidin-3-yl)-1-oxoisoindolin-4-yl)but-2-en-1-yl)picolinamide C(C)(=O)N1CC=2N(CC1)C(=NC2C=2C=CC=C1C=C(N=CC21)C=2C=CC(=NC2)C(=O)NC\C=C(/C)\C2=C1CN(C(C1=CC=C2)=O)C2C(NC(CC2)=O)=O)CC